[1-[4-[Methyl(tetrahydropyran-4-yl)amino]-5-oxido-6,7-dihydrothieno[3,2-d]pyrimidin-5-ium-2-yl]azetidin-3-yl]-1-acetylpiperidin-4-carboxylat CN(C=1C2=C(N=C(N1)N1CC(C1)OC(=O)C1CCN(CC1)C(C)=O)CC[S+]2[O-])C2CCOCC2